N-(3-(N-(2,6-dimethylphenyl)sulfamoyl)-4-methoxyphenyl)-2-phenylthiazole-4-carboxamide CC1=C(C(=CC=C1)C)NS(=O)(=O)C=1C=C(C=CC1OC)NC(=O)C=1N=C(SC1)C1=CC=CC=C1